FC=1C=C(C=CC1)S(=O)(=O)C=1N=C(OC1C(F)(F)F)C(F)(F)F 4-(3'-fluorobenzenesulfonyl)-2,5-bis(trifluoromethyl)oxazole